BrC1=CC=C2C(=NC(=NC2=C1OC1CC1)OC[C@H]1N(CCC1)C)C1(N(C(CNC1)Cl)C(=O)[O-])C 7-bromo-6-chloro-8-cyclopropoxy-2-((((S)-1-methylpyrrolidin-2-yl) methoxy)quinazolin-4-yl)-2-methylpiperazin-1-carboxylate